O1CCOC2=C1C=CC(=C2)C2(C(CCCC2)=O)CC#N 2-[1-(2,3-dihydro-1,4-benzodioxin-6-yl)-2-oxo-cyclohexyl]acetonitrile